FC=1C=C(C=C(C1OC1=NC=NC2=CC(=C(C=C12)OC)OCCNC)F)NC(=O)C=1C(=NC=CC1OC)F N-(3,5-difluoro-4-((6-methoxy-7-(2-(methylamino)ethoxy)quinazolin-4-yl)oxy)phenyl)-2-fluoro-4-methoxypyridine-3-carboxamide